(E)-2-((hydroxyimino)methyl)-1-methyl-4-(2-methoxyphenoxy)pyridin-1-ium iodide [I-].O\N=C\C1=[N+](C=CC(=C1)OC1=C(C=CC=C1)OC)C